C(C)(C)(C)OC(=O)N1CC2(C1)CC=C(CC2)B2OC(C(O2)(C)C)(C)C.O2CCC(CC2)N2NC=CC=C2 N-(tetrahydropyran-4-yl)pyridazin tert-butyl-7-(4,4,5,5-tetramethyl-1,3,2-dioxaborolan-2-yl)-2-azaspiro[3.5]non-6-ene-2-carboxylate